BrC(CCC1CO1)C 5-bromo-1,2-epoxyhexane